C(CC)(=O)NNC1=C(C#N)C=CC=C1 propionamidoaminobenzonitrile